4-(azetidin-3-yl)benzonitrile N1CC(C1)C1=CC=C(C#N)C=C1